FC1=CC=C(OC2=C(C(=O)NCC3=CC=C(C(=O)O)C=C3)C=C(C=C2)C2=NC=CC=C2)C=C1 4-((2-(4-Fluorophenoxy)-5-(pyridin-2-yl)benzamido)methyl)benzoic acid